(R)-S-(2-(3-(2,4-dihydroxy-3,3-dimethylbutanamido)propanamido)ethyl) (E)-but-2-enethioate C(\C=C\C)(SCCNC(CCNC([C@@H](C(CO)(C)C)O)=O)=O)=O